CN1C=NC2=C1C=C(C=C2)C=C2N=CNC2=O 4-[(3-methylbenzimidazol-5-yl)methylene]-1H-imidazol-5-one